O=C[C@@H](C)NC(OC(C)(C)C)=O (R)-tert-butyl 1-oxopropan-2-ylcarbamate